5-Aminovanillic acid NC=1C(=C(C=C(C(=O)O)C1)OC)O